C(C)(C)(C)[Si](C=1N(C2=NC=C(C=C2C1)OC)C)(F)C(C)(C)C di(tert-butyl)(fluoro)(5-methoxy-1-methyl-1H-1,7-diazainden-2-yl)silane